3-(((3-methoxyphenyl)thio)methyl)benzofuran COC=1C=C(C=CC1)SCC1=COC2=C1C=CC=C2